CC(C#C/C=C/CN(CC1=CC=CC2=CC=CC=C12)C)(C)C [(2E)-6,6-dimethylhept-2-en-4-yn-1-yl](methyl)(naphthalen-1-ylmethyl)amin